C[C@@H]1NCCOC2=CC=CC(C3=NNC=4C=CC(OC[C@H]1C)=CC34)=C2 (11S,12S)-11,12-dimethyl-7,14-dioxa-10,19,20-triazatetracyclo[13.5.2.12,6.018,21]tricosa-1(20),2(23),3,5,15(22),16,18(21)-heptaene